N-(6-fluoroquinolin-8-yl)-5-((3-(hydroxyamino)-3-oxopropyl)amino)pyrazine-2-carboxamide FC=1C=C2C=CC=NC2=C(C1)NC(=O)C1=NC=C(N=C1)NCCC(=O)NO